NCC=1C=CC(=C(N)C1)F 5-(aminomethyl)-2-fluoroaniline